FC=1C=2CCCC2C(=C2CCCC12)N(C(OC(C)(C)C)=O)C=1OC=C(N1)C(NS(=O)(=O)N1CC(CC1)(C)O)=O tert-Butyl (8-fluoro-1,2,3,5,6,7-hexahydro-s-indacen-4-yl)(4-(((3-hydroxy-3-methylpyrrolidin-1-yl)sulfonyl)carbamoyl)oxazol-2-yl)carbamate